CCCCC/C=C/C=C/C(=O)O The molecule is a polyunsaturated fatty acid that is decanoic acid (capric acid) which has been dehydrogenated to introduce double bonds with E configuration at positions 2-3 and 4-5. It is a medium-chain fatty acid and a polyunsaturated fatty acid.